O1C2=C(N=CC1)C=CC(=C2)C2=CC=C(CN(C(=O)C1CCCCC1)C=1C=C(C=CC1)/C=C/C(=O)OC)C=C2 methyl (E)-3-(3-(N-(4-(2H-benzo[b][1,4]oxazin-7-yl)benzyl)cyclohexanecarboxamido)phenyl)acrylate